N-(1,3-bis(hydroxyl-methyl)-2,5-dioxo-4-imidazolidinyl)-N,N'-bis(hydroxymethyl)urea OCN1C(N(C(C1=O)N(C(=O)NCO)CO)CO)=O